4-((2-((1r,5s)-1-(aminomethyl)-3-azabicyclo[3.1.0]hex-3-yl)-1H-benzo[d]imidazol-1-yl)methyl)benzonitrile NC[C@@]12CN(C[C@H]2C1)C1=NC2=C(N1CC1=CC=C(C#N)C=C1)C=CC=C2